CC1(OCCC(C1)N1CC(C1)C=1C=C2C(=C(NC2=CC1)C=1C=C(C=2N(C1)N=CN2)C)C(C)C)C 6-(5-(1-(2,2-Dimethyltetrahydro-2H-pyran-4-yl)azetidin-3-yl)-3-isopropyl-1H-indol-2-yl)-8-methyl-[1,2,4]triazolo[1,5-a]pyridin